(R)-2,2-difluoro-N-(6-(2-((6-(1-hydroxypropyl)-4-methylpyridin-3-yl)amino)-1H-imidazol-1-yl)pyrimidin-4-yl)cyclopropane-1-carboxamide FC1([C@H](C1)C(=O)NC1=NC=NC(=C1)N1C(=NC=C1)NC=1C=NC(=CC1C)C(CC)O)F